CC1(CCOCC1)N1CC2(C1)CC(C2)O 2-(4-methyltetrahydro-2H-pyran-4-yl)-2-azaspiro[3.3]heptane-6-ol